FC1=CC(=C(C=C1)C(C)N1C[C@@H](N(C[C@H]1C)N1N=C2C(N(C(C=C2)=O)C)=C1)C)C1(COC1)O ((2S,5R)-4-(1-(4-fluoro-2-(3-hydroxyoxetan-3-yl)phenyl)ethyl)-2,5-dimethylpiperazin-1-yl)-4-methyl-2,4-dihydro-5H-pyrazolo[4,3-b]pyridin-5-one